2,6-dihydroxydibenzop-dioxin OC1=CC2=C(OC3=C(O2)C=CC=C3O)C=C1